benzoselenophen [Se]1C=CC2=C1C=CC=C2